7-bromo-1H-imidazo[4,5-b]Pyridine BrC1=C2C(=NC=C1)N=CN2